4-methyl-2-(2H-benzotriazol-2-yl)phenol CC1=CC(=C(C=C1)O)N1N=C2C(=N1)C=CC=C2